1-((3S,5R)-1-acryloyl-5-(methoxymethyl)pyrrolidin-3-yl)-3-((1-(difluoromethyl)-4,6-difluoro-1H-benzo[d]imidazol-5-yl)ethynyl)-5-(methylamino)-1H-pyrazole-4-carboxamide C(C=C)(=O)N1C[C@H](C[C@@H]1COC)N1N=C(C(=C1NC)C(=O)N)C#CC1=C(C2=C(N(C=N2)C(F)F)C=C1F)F